C[Si](O[Si](O[Si](C1=CC=CC=C1)(C1=CC=CC=C1)C1=CC=CC=C1)(C1=CC=CC=C1)C1=CC=CC=C1)(C)C TRIMETHYL-PENTAPHENYL-Trisiloxane